5-(sulfo)isophthalic acid, lithium salt [Li+].S(=O)(=O)([O-])C=1C=C(C=C(C(=O)[O-])C1)C(=O)[O-].[Li+].[Li+]